R-3-butyl-3-methyl-isobenzofuran C(CCC)[C@]1(OCC2=CC=CC=C12)C